3-((5-(4-(Aminomethyl)-4-methylpiperidin-1-yl)pyrazin-2-yl)thio)-2-chloro-N-(methylsulfonyl)benzamide NCC1(CCN(CC1)C=1N=CC(=NC1)SC=1C(=C(C(=O)NS(=O)(=O)C)C=CC1)Cl)C